tris(acetoxyphenyl)sulfonium C(C)(=O)OC1=C(C=CC=C1)[S+](C1=C(C=CC=C1)OC(C)=O)C1=C(C=CC=C1)OC(C)=O